3,3-dimethyl-2-(5,6,7,8-tetra(4-bromophenyl)-1-isoquinolyl)isoindol-1-one CC1(N(C(C2=CC=CC=C12)=O)C1=NC=CC2=C(C(=C(C(=C12)C1=CC=C(C=C1)Br)C1=CC=C(C=C1)Br)C1=CC=C(C=C1)Br)C1=CC=C(C=C1)Br)C